4-chloro-3-fluoro-N-[3-[(1S)-2-(4-fluoroanilino)-1-methyl-2-oxo-ethyl]-1-bicyclo[1.1.1]pentanyl]benzamide ClC1=C(C=C(C(=O)NC23CC(C2)(C3)[C@@H](C(=O)NC3=CC=C(C=C3)F)C)C=C1)F